2,2-difluoro-4-(phenoxymethyl)-3,4-dihydronaphthalene FC1(CC2=CC=CC=C2C(C1)COC1=CC=CC=C1)F